C12CN(CC(CC1)N2)C=2OC1=C(N2)C=C(C=C1C=1SC=CN1)C(C(F)(F)F)OCC 2-(3,8-diazabicyclo[3.2.1]octan-3-yl)-5-(1-ethoxy-2,2,2-trifluoroethyl)-7-(thiazol-2-yl)benzo[d]oxazole